ClC=1SC(=C(N1)CO)C(=O)OCC ethyl 2-chloro-4-(hydroxymethyl)-5-thiazolecarboxylate